C1(CC1)COC1=CC(=C(C=C1)[N+](=O)[O-])F 4-(cyclopropylmethoxy)-2-fluoro-1-nitrobenzene